tri(diethylamino)niobium C(C)N(CC)[Nb](N(CC)CC)N(CC)CC